C(CCC)OC(O[Hf])(OCCCC)OCCCC Tri(n-butoxy)methoxyhafnium